N-[[6-(4-Methylcyclohexoxy)-2-pyridyl]sulfonyl]-2-(2,2,4-trimethylpyrrolidin-1-yl)pyridin-3-carboxamid CC1CCC(CC1)OC1=CC=CC(=N1)S(=O)(=O)NC(=O)C=1C(=NC=CC1)N1C(CC(C1)C)(C)C